(3R,4S)-4-[4-[3-chloro-4-[1-(5-fluoro-2-pyridyl)-2-hydroxy-ethoxy]pyrazolo[1,5-a]pyridin-6-yl]-5-methyl-triazol-1-yl]-3-fluoro-piperidine-1-carbonitrile ClC=1C=NN2C1C(=CC(=C2)C=2N=NN(C2C)[C@@H]2[C@@H](CN(CC2)C#N)F)OC(CO)C2=NC=C(C=C2)F